3-(Dimethylamino)propyl (5-(8-fluoro-4-oxo-3,4-dihydrophthalazin-1-yl)-1H-benzimidazol-2-yl)carbamate FC=1C=CC=C2C(NN=C(C12)C1=CC2=C(NC(=N2)NC(OCCCN(C)C)=O)C=C1)=O